N2-(2,2-difluoroethyl)-4-methyl-N5-((R)-3,3,3-trifluoro-2-(((S)-11-oxo-2,3,10,11-tetrahydro-1H,5H-benzo[d]pyrazolo[1,2-a][1,2]diazepin-10-yl)carbamoyl)propyl)thiazole-2,5-dicarboxamide FC(CNC(=O)C=1SC(=C(N1)C)C(=O)NC[C@@H](C(F)(F)F)C(N[C@H]1C2=C(CN3N(C1=O)CCC3)C=CC=C2)=O)F